OC=1C=C(C=O)C=CC1C=O 3-hydroxyterephthalaldehyde